2-chloro-4-(4-(1-methyl-4-(trifluoromethyl)-1H-imidazol-2-yl)phenoxy)pyrido[3,2-d]pyrimidine ClC=1N=C(C2=C(N1)C=CC=N2)OC2=CC=C(C=C2)C=2N(C=C(N2)C(F)(F)F)C